(2S)-1-tert-butyl 2-methyl 4-(5-(benzyloxy)-4-(1,3-dioxoisoindolin-2-yl)-3,3-dimethyl-5-oxopentyl)piperazine-1,2-dicarboxylate C(C1=CC=CC=C1)OC(C(C(CCN1C[C@H](N(CC1)C(=O)OC(C)(C)C)C(=O)OC)(C)C)N1C(C2=CC=CC=C2C1=O)=O)=O